C(C)OC(\C=C\C1=NN(C(=C1)C(F)(F)F)C)=O (E)-3-[1-methyl-5-(trifluoromethyl)pyrazol-3-yl]2-propenoic acid ethyl ester